hexadecyl methyl heptasiloxane tert-butyl (3S)-3-{2-[(tert-butyldiphenylsilyl)oxy]ethyl}piperazine-1-carboxylate [Si](C1=CC=CC=C1)(C1=CC=CC=C1)(C(C)(C)C)OCC[C@H]1CN(CCN1)C(=O)OC(C)(C)C.C(CCCCCCCCCCCCCCC)[SiH](O[SiH2]O[SiH2]O[SiH2]O[SiH2]O[SiH2]O[SiH3])C